4-methyl-N-[2-(p-tolylsulfonylamino)ethyl]benzenesulfonamide CC1=CC=C(C=C1)S(=O)(=O)NCCNS(=O)(=O)C1=CC=C(C=C1)C